ethyl-3,4-diphosphostatine C(C)N[C@@](CC(C)C)([C@@H](OP(=O)(O)O)CC(O)=O)P(=O)(O)O